C(C#CC)(=O)N1[C@@H](CCCC1)C1=NC(=C2N1C=CN=C2C(F)(F)F)C2=CC=C(C(=O)NC1=NC=CC=C1)C=C2 (S)-4-(3-(1-(but-2-ynoyl)piperidin-2-yl)-8-(trifluoromethyl)imidazo[1,5-a]pyrazin-1-yl)-N-(pyridin-2-yl)benzamide